(2S,3R)-2-methyl-3-(pyridin-3-yl)azetidine-1-carboxylic acid tert-butyl ester C(C)(C)(C)OC(=O)N1[C@H]([C@@H](C1)C=1C=NC=CC1)C